2,6-dimethyl-6-heptenyl iodide CC(CI)CCCC(=C)C